5-(1-(2,2-difluorocyclopropyl)-2,4-dioxo-1,2,3,4-tetrahydropyrimidin-5-yl)tetrahydrofuran FC1(C(C1)N1C(NC(C(=C1)C1CCCO1)=O)=O)F